4-{2-[(1-cyclohexyl-1H-pyrazolo[4,3-c]pyridin-6-yl)amino]-6-(pyrrolidin-1-yl)pyrimidin-4-yl}-N-(2-methoxyethyl)piperazine-1-carboxamide C1(CCCCC1)N1N=CC=2C=NC(=CC21)NC2=NC(=CC(=N2)N2CCN(CC2)C(=O)NCCOC)N2CCCC2